ClC1=CC2=C(N=C(N=C2N2CC(CC2)(C#N)C)C2=C(C(=CC(=C2Cl)OC)OC)Cl)C=N1 1-(6-chloro-2-(2,6-dichloro-3,5-dimethoxyphenyl)pyrido[3,4-d]pyrimidin-4-yl)-3-methylpyrrolidine-3-carbonitrile